C(#N)C1CN(CCC1)C1=NN=C(S1)NC(CC1=CC(=CC=C1)OC(F)(F)F)=O N-(5-(3-cyanopiperidin-1-yl)-1,3,4-thiadiazol-2-yl)-2-(3-(trifluoromethoxy)phenyl)acetamide